Pyrano[3,2-e]indole-1-ethanamine C=1(C=NC2=CC=C3C(C12)=CC=CO3)CCN